3-[(5-Hydroxy-1-methyl-3-trifluoromethylpyrazole-4-yl)methylthio]-4,5-dihydro-5,5-dimethylisoxazole OC1=C(C(=NN1C)C(F)(F)F)CSC1=NOC(C1)(C)C